NC=1C=C(C=CC1)C=1OC2=C(N1)C=CC=C2O 2-(3-aminophenyl)benzo[d]oxazol-7-ol